C1(CC1)C1=C(C=C(C=C1)C=1C=C2CCC(C2=CC1)N1CC(C1)C(=O)O)F (5-(4-cyclopropyl-3-fluorophenyl)-2,3-dihydro-1H-inden-1-yl)azetidine-3-carboxylic acid